N1=NC=NC2=C1C=CC=N2 pyrido[2,3-e][1,2,4]triazine